N1=CN=C(C2=CC3=C(C=C12)OC=CO3)N [1,4]dioxino[2,3-g]quinazolin-4-amine